2-chloro-6,4'-difluoro-[1,1'-biphenyl] ClC1=C(C(=CC=C1)F)C1=CC=C(C=C1)F